ethyl 7-bromoimidazo[1,5-a]pyridine-1-carboxylate BrC1=CC=2N(C=C1)C=NC2C(=O)OCC